C(C)(C)(C)OC(=O)N1[C@@H]2[C@H](NC[C@H]1CC2)C\C=C/C (1S,2R,5R)-2-((Z)-but-2-en-1-yl)-3,8-diazabicyclo[3.2.1]octane-8-carboxylic acid tert-butyl ester